2-(2-methoxyethyl)-7-(1H-pyrazol-1-yl)-2H-pyrazolo[4,3-c]quinolin-4-amine COCCN1N=C2C(C(=NC=3C=C(C=CC23)N2N=CC=C2)N)=C1